BrC=1C=CC=2N(C1)C(=C(N2)C(=O)OCC)SCC ethyl 6-bromo-3-ethylsulfanyl-imidazo[1,2-a]pyridine-2-carboxylate